ClC=1C(=NC(=NC1)N[C@H]1[C@@H](COCC1)O)C1=CC2=C(N=C3N2CC(CN3C)O)C(=C1)F 7-(5-chloro-2-(((3S,4R)-3-hydroxytetrahydro-2H-pyran-4-yl)amino)pyrimidin-4-yl)-9-fluoro-1-methyl-1,2,3,4-tetrahydrobenzo[4,5]imidazo[1,2-a]pyrimidin-3-ol